C(C)(C)OC1=NC=2N(C=C1C(=O)NC=1C(N(C=CC1)C)=O)C=C(N2)C21COC(CC2)(CC1)C 7-isopropoxy-N-(1-methyl-2-oxo-1,2-dihydropyridin-3-yl)-2-(1-methyl-2-oxabicyclo[2.2.2]oct-4-yl)imidazo[1,2-a]pyrimidine-6-carboxamide